((1R,5R,6S)-6-methyl-6-(6-(1-methylpyrazol-4-yl)pyrazolo[1,5-a]pyrazin-4-yl)oxy-2-azabicyclo[3.2.0]heptan-2-yl)prop-2-en-1-one C[C@]1([C@@H]2CCN([C@@H]2C1)C(C=C)=O)OC=1C=2N(C=C(N1)C=1C=NN(C1)C)N=CC2